CC=1NC=2N(C(C1C1=CC=C(C=C1)OC1=CC=C(C=C1)OC(F)(F)F)=O)N=C(C2)C2=CC=CC=C2 5-methyl-2-phenyl-6-(4-(4-(trifluoromethoxy)phenoxy)phenyl)pyrazolo[1,5-a]pyrimidin-7(4H)-one